C(C)(C)(C)OC(=O)N1[C@H](CC(C1)(C)CC(=O)OCC)C1=C(C(=CC=C1OCOC)Cl)Cl.S(=O)(=O)=NC(C1=CC=CC=C1)=O sulfonyl-Benzamide tert-butyl-(2R)-2-[2,3-dichloro-6-(methoxymethoxy)phenyl]-4-(2-ethoxy-2-oxoethyl)-4-methylpyrrolidine-1-carboxylate